N-(3-(1H-imidazol-1-yl)-5-sulfamoylisoquinolin-7-yl)-2-(2-chlorophenyl)acetamide N1(C=NC=C1)C=1N=CC2=CC(=CC(=C2C1)S(N)(=O)=O)NC(CC1=C(C=CC=C1)Cl)=O